trans-boc-4-hydroxy-l-proline C(=O)(OC(C)(C)C)N1[C@@H](C[C@H](C1)O)C(=O)O